CN1C(C(CC1)=O)=O N-methylpyrrolidinedione